C(C)(C)C1=C(NC2=CC=C(C=C12)C1CCN(CC1)CCC)C=1C=C2COC(C2=CC1)=O 5-(3-isopropyl-5-(1-propylpiperidin-4-yl)-1H-indol-2-yl)isobenzofuran-1(3H)-one